(5,6,7,8-tetrahydroquinolin-8-yl)butane-1,4-diamine N1=CC=CC=2CCCC(C12)C(CCCN)N